((cyclopropylmethyl)amino)-6-(3-hydroxyphenyl)nicotinic acid C1(CC1)CNC1=C(C(=O)O)C=CC(=N1)C1=CC(=CC=C1)O